CN1N=CC(=C1)C=1C=C2C=C(N=CC2=CC1)NC(=O)C1CCOCC1 N-(6-(1-methyl-1H-pyrazol-4-yl)isoquinolin-3-yl)tetrahydro-2H-pyran-4-carboxamide